methyl (3R)-1-(5-(3-chloro-4-cyclopropylphenyl)-2,3-dihydro-1H-inden-1-yl)pyrrolidine-3-carboxylate ClC=1C=C(C=CC1C1CC1)C=1C=C2CCC(C2=CC1)N1C[C@@H](CC1)C(=O)OC